tert-butyl ((2S,3S)-3-hydroxy-1-oxo-1-((1-(m-tolyl)-1H-indazol-6-yl)amino)butan-2-yl)carbamate O[C@H]([C@@H](C(NC1=CC=C2C=NN(C2=C1)C=1C=C(C=CC1)C)=O)NC(OC(C)(C)C)=O)C